C1(CC1)C([C@H](C(=O)NC=1C=C2CC(CC2=CC1)(C(NC)=O)N1C(N[C@@H](C1)C(C)C)=O)NC(=O)C1=CC=NN1C)C1CC1 N-((2R)-1,1-dicyclopropyl-3-((2-((R)-4-isopropyl-2-oxoimidazolidin-1-yl)-2-(methylcarbamoyl)-2,3-dihydro-1H-inden-5-yl)amino)-3-oxopropan-2-yl)-1-methyl-1H-pyrazole-5-carboxamide